OC1=C(C(=O)OC)C=C(C=C1OC)[N+](=O)[O-] methyl 2-hydroxy-3-methoxy-5-nitro-benzoate